COC1=CC=C(C=C1)C(C)(C)C=1N=C(SC1)NC(C1=CC=C(C=C1)OCCCN1CCNCC1)=O N-(4-(2-(4-methoxyphenyl)propan-2-yl)thiazol-2-yl)-4-(3-(piperazin-1-yl)propoxy)benzamide